2-(hydroxymethyl)-5-methoxy-1-methyl-4,7-dioxo-4,7-dihydro-1H-indole-3-carbaldehyde OCC=1N(C=2C(C=C(C(C2C1C=O)=O)OC)=O)C